(10R)-6,6-difluoro-10-methyl-3-(1-tritylpyrazol-4-yl)-5-oxa-2-thia-8,11-diazatricyclo[6.4.1.04,13]trideca-1(13),3-dien-12-one FC1(OC2=C(SC=3C(N[C@@H](CN(C1)C32)C)=O)C=3C=NN(C3)C(C3=CC=CC=C3)(C3=CC=CC=C3)C3=CC=CC=C3)F